hydrofluoric acid ammonium fluoride salt [F-].[NH4+].F